1-(tert-butylchlorophosphino)-5-methyl-1H-indole C(C)(C)(C)P(N1C=CC2=CC(=CC=C12)C)Cl